ClC1=CC=C(C(=N1)C1=NN=C(N1C)C1=C(C=CC=C1F)F)O 6-chloro-2-(5-(2,6-difluorophenyl)-4-methyl-4H-1,2,4-triazol-3-yl)pyridin-3-ol